C1(CCCC1)C=[Si]=[Hf](C1C(=CC2=C(C=CC=C12)C)CC)C1C(=CC2=C(C=CC=C12)C)CC cyclopentylmethylenesilylene-bis(2-ethyl-4-methylinden-1-yl)hafnium